(R)-7-((6-((dimethylamino)-methyl)-5-(tetrahydrofuran-3-yl)pyridin-2-yl)amino)-4-(1H-pyrrolo[2,3-b]pyridin-4-yl)-2,3-dihydro-1H-pyrrolo[3,4-c]pyridin-1-one CN(C)CC1=C(C=CC(=N1)NC=1C2=C(C(=NC1)C1=C3C(=NC=C1)NC=C3)CNC2=O)[C@@H]2COCC2